FC1=C(C(=O)N2CCN(CC2)C(CN2CCC(CC2)CN2CCN(CC2)C(=O)OC(C)(C)C)=O)C=C(C=C1)CC1=NNC(C2=CC=CC=C12)=O tert-butyl 4-((1-(2-(4-(2-fluoro-5-((4-oxo-3,4-dihydrophthalazin-1-yl)methyl)benzoyl)piperazin-1-yl)-2-oxoethyl)piperidin-4-yl)methyl)piperazine-1-carboxylate